2'-deoxy-2',2'-difluoro cytidine-5'-carbonate C(O)(=O)OC[C@@H]1[C@H](C([C@@H](O1)N1C(=O)N=C(N)C=C1)(F)F)O